COC1=CC=CC=2C=3N(C(=NC12)N)N=C(N3)CCCSC3=CC=C(C=C3)C(F)(F)F 7-methoxy-2-(3-((4-(trifluoromethyl)phenyl)thio)propyl)-[1,2,4]triazolo[1,5-c]quinazolin-5-amine